2-hydroxy-3,5-dinitropyridine lead salt [Pb].OC1=NC=C(C=C1[N+](=O)[O-])[N+](=O)[O-]